FC=1C=C(C=CC1)NS(=O)(=O)C=1C=C(C(=O)NC2=CC(=CC=C2)[N+](=O)[O-])C=CC1C 3-(N-(3-fluorophenyl)sulfamoyl)-4-methyl-N-(3-nitrophenyl)benzamide